NC=1C2=C(N=CN1)N(C=C2C=2SC1=C(C2)C=C(C=C1OC)C)C1CCC(CC1)NC(C=C)=O N-(4-(4-amino-5-(7-methoxy-5-methylbenzothiophen-2-yl)-7H-pyrrolo[2,3-d]pyrimidin-7-yl)cyclohexyl)acrylamide